1-(4-methoxy-1H-benzimidazol-2-yl)methanamine hydrochloride Cl.COC1=CC=CC=2NC(=NC21)CN